BrC1=C(N(C2=NC=C(C(=C21)NC2CC(C2)NC(OC(C)(C)C)=O)[N+](=O)[O-])COCC[Si](C)(C)C)Cl tert-Butyl ((1S,3S)-3-((3-bromo-2-chloro-5-nitro-1-((2-(trimethylsilyl)ethoxy)methyl)-1H-pyrrolo[2,3-b]pyridin-4-yl)amino)cyclobutyl)carbamate